(+-)-4-(5-(3-fluorocyclobutyl)-3-(2-((2R)-2-hydroxy-7-azabicyclo[2.2.1]heptan-7-yl)acetyl)-2-methyl-1H-pyrrol-1-yl)benzonitrile FC1CC(C1)C1=CC(=C(N1C1=CC=C(C#N)C=C1)C)C(CN1C2[C@@H](CC1CC2)O)=O